O=C1NC2(CN(C2)C(=O)OC2CC(C2)COCC2=C(C=C(C=C2F)F)F)CO1 3-(((2,4,6-trifluorobenzyl)oxy)methyl)cyclobutyl 6-oxo-7-oxa-2,5-diazaspiro[3.4]octane-2-carboxylate